ClCC(CN1C(CCCC1)C(=O)O)=C 1-(2-(chloromethyl)allyl)piperidine-2-carboxylic acid